phenyl (6-methyl-5-nitropyridin-2-yl)carbamate CC1=C(C=CC(=N1)NC(OC1=CC=CC=C1)=O)[N+](=O)[O-]